(R,S)-3-(4-(Aminomethyl)phenyl)-6-((4-hydroxy-1-(4-methoxy-3-phenylbutanoyl)piperidin-4-yl)methyl)-2-methyl-2H-pyrazolo[4,3-d]pyrimidin-7(6H)-one NCC1=CC=C(C=C1)C=1N(N=C2C1N=CN(C2=O)CC2(CCN(CC2)C(C[C@@H](COC)C2=CC=CC=C2)=O)O)C